C(CCCCCCC\C=C/CCCCCC)[N-]CCCCCCCCCCCCCCCCCC N-palmitoleyl-stearylamide